4-[6-(chloromethyl)pyridin-2-yl]-2-methylbenzamide hydrochloride Cl.ClCC1=CC=CC(=N1)C1=CC(=C(C(=O)N)C=C1)C